8-amino-N-(3-{[(2,2-difluoroethyl)(methyl)amino]methyl}bicyclo[1.1.1]pentan-1-yl)-6-(4-fluorophenyl)-5-{3-methylimidazo[1,2-a]pyridin-6-yl}imidazo[1,2-a]pyrazine-2-carboxamide NC=1C=2N(C(=C(N1)C1=CC=C(C=C1)F)C=1C=CC=3N(C1)C(=CN3)C)C=C(N2)C(=O)NC23CC(C2)(C3)CN(C)CC(F)F